FC(OC=1C=2N(C=CC1)N=C(N2)NC(CC2=CC(=C(OC1=NC=CC=C1C(=O)N)C=C2)F)=O)F (4-(2-((8-(difluoromethoxy)-[1,2,4]triazolo[1,5-a]pyridin-2-yl)amino)-2-oxoethyl)-2-fluorophenoxy)pyridine-3-carboxamide